C1=2CCCCCCCCCCC2C(CC1)=O bicyclo(10.3.0)pentadeca-12(1)-en-13-one